CC=1C(=NC=NC1)C=1N=CC=NC1 5-(5-methylpyrimidin-4-yl)pyrazine